3-Bromo-5-(tert-butoxycarbonyl)-5,6,7,8-tetrahydro-4H-pyrazolo[1,5-a][1,4]diazepine-2-carboxylic acid BrC=1C(=NN2C1CN(CCC2)C(=O)OC(C)(C)C)C(=O)O